CCCCCCCCS[C@H]1[C@@H]([C@H]([C@@H]([C@H](O1)CO)O)O)O octyl β-thioglucopyranoside